2-ethoxy-Ethanol C(C)OCCO